BrC1=C(C=C2C(=NC(=NC2=C1F)OCC1(CC1)CN1CCOCC1)N1CC2C(C(C(C1)N2C(C)(C)C2=CC=CC=C2)O)O)F 3-(7-bromo-6,8-difluoro-2-((1-(morpholinomethyl)cyclopropyl)methoxy)quinazolin-4-yl)-8-(2-phenylpropan-2-yl)-3,8-diazabicyclo[3.2.1]octane-6,7-diol